2-bromo-4-tert-butyl-3,6-dimethyl-phenol BrC1=C(C(=CC(=C1C)C(C)(C)C)C)O